6-(5-bromo-2-{4-[2-(4,4-difluoropiperidin-1-yl)-6-methylpyrimidin-4-yl]-5-methyl-1H-1,2,3-Triazol-1-yl}phenyl)-6-azaspiro[2.5]octane BrC=1C=CC(=C(C1)N1CCC2(CC2)CC1)N1N=NC(=C1C)C1=NC(=NC(=C1)C)N1CCC(CC1)(F)F